C(C(O)C)(=O)[O-].C(C(O)C)(=O)[O-].C(C(O)C)(=O)[O-].[Al+3] Aluminum Trilactate